2-Methyl-5-(2-(methylamino)ethoxy)-N-(1-(naphthalen-1-yl)cyclopropyl)benzamide CC1=C(C(=O)NC2(CC2)C2=CC=CC3=CC=CC=C23)C=C(C=C1)OCCNC